ClC=1C(=C2C=NNC2=C(C1F)C(C)NC=O)C=1C=CC=2N(C1)C=C(N2)NC(=O)C2C(C2)F N-(6-(5-chloro-6-fluoro-7-(1-formamidoethyl)-1H-indazol-4-yl)imidazo[1,2-a]pyridin-2-yl)-2-fluorocyclopropane-1-carboxamide